NC=1C=NN2C1C=CC(=C2)O 3-aminopyrazolo[1,5-a]Pyridin-6-ol